C(\C=C/CC)[C@@H]1CCCC(O1)=O (6S)-6-[(Z)-pent-2-enyl]oxan-2-one